CC(C[C@@H](C(N[C@H](C=O)C[C@H]1C(NCC1)=O)=O)NC(OC1CCCCC1)=O)C cyclohexyl ((S)-4-methyl-1-oxo-1-(((S)-1-oxo-3-((S)-2-oxopyrrolidin-3-yl)propan-2-yl) amino)pentan-2-yl)carbamate